tris-(isopropylphenyl) phosphate P(=O)(OC1=C(C=CC=C1)C(C)C)(OC1=C(C=CC=C1)C(C)C)OC1=C(C=CC=C1)C(C)C